(1H-indazol-4-yl)-2'-oxo-1',4'-dihydro-2'H-spiro[pyrrolidine-3,3'-quinoline]-1-carbonitrile N1N=CC2=C(C=CC=C12)N1C(C2(CC3=CC=CC=C13)CN(CC2)C#N)=O